4-(3-bromo-2-fluorophenyl)-1-(2,2-difluoro-1-(4-fluorophenyl)propyl)-1H-pyrazole BrC=1C(=C(C=CC1)C=1C=NN(C1)C(C(C)(F)F)C1=CC=C(C=C1)F)F